C(C)(C)(C)OC(=O)N[C@H](C(=O)OC(C)(C)C)CC1C(NC=2N(C1)N=CN2)=O tert-butyl (2S)-2-[(tert-butoxycarbonyl)amino]-3-{5-oxo-4H,6H,7H-[1,2,4]triazolo[1,5-a]pyrimidin-6-yl}propanoate